2-{2-methyl-2,7-diazaspiro[3.5]non-7-yl}acetamide CN1CC2(C1)CCN(CC2)CC(=O)N